ClC=1C=CC=2N(N1)C(=C(N2)C2=CC=CC=C2)C(=O)OCC Ethyl 6-chloro-2-phenylimidazo[1,2-b]pyridazine-3-carboxylate